(S)-tert-butyl 4-((3-chloro-2,4-difluorophenyl)(cyclopropyl)carbamoyl)-3-(6-methyl-4-(trifluoromethyl)pyridin-2-yl)-2-oxoimidazolidine-1-carboxylate ClC=1C(=C(C=CC1F)N(C(=O)[C@H]1N(C(N(C1)C(=O)OC(C)(C)C)=O)C1=NC(=CC(=C1)C(F)(F)F)C)C1CC1)F